FC1(CCC(CC1)OC=1C=C(C=NC1)C(=O)O)F 5-[(4,4-difluorocyclohexyl)oxy]pyridine-3-carboxylic acid